cyclohepta-1,3,5-triene C1=CC=CC=CC1